C(CC(O)(C(=O)O)CC(=O)O)(=O)O.C(C)C(CC1=CC=C(C=C1)OC)(C1=CC=C(C=C1)O)O ethyl-α-(p-hydroxyphenyl)-p-methoxyphenethyl alcohol citrate